FC=1C=C(C=C(C1)F)[C@H](C(=O)NC1=CC(=C(C=C1)C=1C=NC(=CC1)C)C)O (R)-2-(3,5-difluorophenyl)-2-hydroxy-N-(3-methyl-4-(6-methylpyridin-3-yl)phenyl)acetamide